(R)-6-(4-aminophenyl)-2-((5-fluoro-2-hydroxyphenyl)(1H-indol-2-yl)methyl)isoindolin-1-one NC1=CC=C(C=C1)C1=CC=C2CN(C(C2=C1)=O)[C@@H](C=1NC2=CC=CC=C2C1)C1=C(C=CC(=C1)F)O